4-(2-(4,5-difluoro-2-methoxybenzyl)-1-((1r,4r)-4-methoxycyclohexyl)-1H-benzo[d]imidazol-5-yl)-3,5-dimethylisoxazole FC1=CC(=C(CC2=NC3=C(N2C2CCC(CC2)OC)C=CC(=C3)C=3C(=NOC3C)C)C=C1F)OC